C(=CC)OOO[SiH3] propenyl-trioxysilane